C(C)(=O)[C@@]1(O)[C@@H](O)[C@@H](O)[C@@H](O1)CO acetyl-β-l-ribofuranose